NC=1SC2=C(N1)C=CC(=C2)N(C(=O)NC2=CC=C(C=C2)Cl)CCCN2CCOCC2 1-(2-aminobenzo[d]thiazol-6-yl)-1-[3-(4-morpholinyl)propyl]-3-(4-chlorophenyl)urea